C1(CC1)S(=O)(=O)C1=CC=C(C=O)C=C1 4-(Cyclopropylsulfonyl)benzaldehyde